N-benzyl-4-((tert-butyldimethylsilyl)oxy)-2-(hydroxymethyl)-1,3-dimethyl-5-oxopyrrolidine-2-carboxamide C(C1=CC=CC=C1)NC(=O)C1(N(C(C(C1C)O[Si](C)(C)C(C)(C)C)=O)C)CO